[14CH3]C(C(=O)SCCNC(CCNC([C@@H](C(COP(OP(OC[C@@H]1[C@H]([C@H]([C@@H](O1)N1C=NC=2C(N)=NC=NC12)O)OP(=O)(O)O)(=O)O)(=O)O)(C)C)O)=O)=O)(C(=O)O)C DL-2-[methyl-14C]-methylmalonyl-CoA